1-(2-(4-(tert-butoxycarbonyl)piperazin-1-yl)-5-fluoropyrimidin-4-yl)-5-methyl-1H-1,2,4-triazole-3-carboxylic acid C(C)(C)(C)OC(=O)N1CCN(CC1)C1=NC=C(C(=N1)N1N=C(N=C1C)C(=O)O)F